3-(1,3-dimethyl-1H-pyrazol-4-yl)-6-(3-(((1R,3s,5S)-1,5-dimethyl-8-azabicyclo[3.2.1]octan-3-yl)(methyl)amino)-1,2,4-triazin-6-yl)-6,7-dihydro-5H-pyrrolo[3,4-b]pyridin-5-one CN1N=C(C(=C1)C=1C=C2C(=NC1)CN(C2=O)C2=CN=C(N=N2)N(C)C2C[C@]1(CC[C@@](C2)(N1)C)C)C